2-Cyclopropyl-4-(4,4-difluoropiperidin-1-yl)-6-isopropylphenol C1(CC1)C1=C(C(=CC(=C1)N1CCC(CC1)(F)F)C(C)C)O